8-[(1R)-1-[[2-[4-[tert-Butyl(dimethyl)silyl]oxy-1-piperidyl]-6-chloro-3-pyridyl]amino]ethyl]-3,6-dimethyl-2-(3-pyridyl)chromen-4-one [Si](C)(C)(C(C)(C)C)OC1CCN(CC1)C1=NC(=CC=C1N[C@H](C)C=1C=C(C=C2C(C(=C(OC12)C=1C=NC=CC1)C)=O)C)Cl